NC=1C(=NC(=CN1)Br)O[C@H](C)C1=C(C(=CC(=C1)F)F)C1=NC=CC=C1C(C1=NN(C(=C1)C#N)C)OCOC 3-((2-(2-((R)-1-((3-amino-6-bromopyrazin-2-yl)oxy)ethyl)-4,6-difluorophenyl)pyridin-3-yl)(methoxymethoxy)methyl)-1-methyl-1H-pyrazole-5-carbonitrile